NC1=NC=2C=C(C(=CC2C2=C1COC2)C(=O)N(C2CCC1=CC(=CC=C21)C(F)(F)F)C(C)C2=NC=CC=N2)F 4-amino-7-fluoro-N-(1-(pyrimidin-2-yl)ethyl)-N-(5-(trifluoromethyl)-2,3-dihydro-1H-inden-1-yl)-1,3-dihydrofuro[3,4-c]quinolin-8-carboxamide